ClC1=C(C=CC=C1)[C@H](CN1C(N(C(C2=C1SC(=C2C)C=2OC=CN2)=O)C(C(=O)O)(C)C)=O)OC2CCOCC2 1-[(2R)-2-(2-chlorophenyl)-2-(oxan-4-yloxy)ethyl]-5-methyl-6-(1,3-oxazol-2-yl)-2,4-dioxo-1H,2H,3H,4H-thieno[2,3-d]pyrimidin-3-yl-2-methylpropanoic acid